C(CCCCCCCCCCC)OC(CCC)=O butanoic acid dodecyl ester